ClC=1C=NC(=C(C(=O)NC2CCC(CC2)CN2C(N(C3=C2C=CC=C3)C=3C=C2C(=NC3)NN=C2)=O)C1)C 5-chloro-2-methyl-N-((1r,4r)-4-((2-oxo-3-(1H-pyrazolo[3,4-b]pyridin-5-yl)-2,3-dihydro-1H-benzo[d]imidazol-1-yl)methyl)cyclohexyl)nicotinamide